4-(2-(4-chloro-2-fluorophenyl)-3-fluoro-2H-chromene-8-yl)piperidine ClC1=CC(=C(C=C1)C1OC2=C(C=CC=C2C=C1F)C1CCNCC1)F